Cl.FC(CN)(CN)F 2,2-difluoropropane-1,3-diamine hydrochloride